1-(5-(((1R,5S)-8-methyl-8-azabicyclo[3.2.1]octan-3-yl)methyl)benzo[d]isoxazol-3-yl)dihydropyrimidine-2,4(1H,3H)-dione CN1[C@H]2CC(C[C@@H]1CC2)CC=2C=CC1=C(C(=NO1)N1C(NC(CC1)=O)=O)C2